C12CNCC(CC1)N2C(C)O 3,8-diazabicyclo[3.2.1]octane-8-ylethan-1-ol